O1C(=CC=C1)C=1C=CC(=C(C1)NC1=NC=NC2=CC(=C(C=C12)N1CC2(CCN(C2)C(C=C)=O)CC1)OC)OC 1-(7-(4-((5-(furan-2-yl)-2-methoxyphenyl)amino)-7-methoxy-quinazolin-6-yl)-2,7-diazaspiro[4.4]nonan-2-yl)prop-2-en-1-one